C(C)N1C(OCC2=C1N=C(N=C2)N[C@@H](C)C2=CC=C(C=C2)[C@@H](CC)N2CCN(CC2)C(=O)OC(C)(C)C)=O |&1:21| tert-Butyl 4-[(1R/S)-1-[4-[(1S)-1-[(1-ethyl-2-oxo-4H-pyrimido[4,5-d][1,3]oxazin-7-yl)amino]ethyl]phenyl]propyl]piperazine-1-carboxylate